N-[6-[2-[(3S)-2,6-dioxo-3-piperidyl]-1-oxo-isoindolin-5-yl]oxyhexyl]-3-(1-methylimidazol-4-yl)-4-[[4-(trifluoromethyl)phenyl]methylamino]benzamide O=C1NC(CC[C@@H]1N1C(C2=CC=C(C=C2C1)OCCCCCCNC(C1=CC(=C(C=C1)NCC1=CC=C(C=C1)C(F)(F)F)C=1N=CN(C1)C)=O)=O)=O